C1=CC2=C(C3=CC=C(N3)C(=C4C=CC(=N4)C(=C5C=CC(=N5)C(=C1N2)C6=C(C(=C(C(=C6F)F)F)F)F)C7=C(C(=C(C(=C7F)F)F)F)F)C8=C(C(=C(C(=C8F)F)F)F)F)C9=C(C(=C(C(=C9F)F)F)F)F meso-tetra(pentafluorophenyl)porphine